C(CCCCCCCCCCC)C(C(=O)O)(C)C dodecyl-dimethyl-acetic acid